3-(4-bromo-5-((4-((5-chloro-4-(5-(cyclopropylmethyl)-1-methyl-1H-pyrazol-4-yl)pyrimidin-2-yl)amino)piperidin-1-yl)methyl)-1-oxoisoindolin-2-yl)piperidine-2,6-dione BrC1=C2CN(C(C2=CC=C1CN1CCC(CC1)NC1=NC=C(C(=N1)C=1C=NN(C1CC1CC1)C)Cl)=O)C1C(NC(CC1)=O)=O